[Cl-].[Cl-].[Cl-].[Cl-].C=1([O-])C([O-])=CC=CC1.[W+6] tungsten monocatecholate tetrachloride